[124I]C1=CC=C(C(=O)O)C=C1 4-[124I]iodobenzoic acid